2-(m-tolyl)-quinazoline-4(3H)-one C1(=CC(=CC=C1)C1=NC2=CC=CC=C2C(N1)=O)C